FC(C=1C=C(C=NC1)OCCC1=NNC=C1C(=O)O)(F)F (2-[[5-(trifluoromethyl)pyridin-3-yl]oxy]ethyl)pyrazole-4-carboxylic acid